(±)-7-((5-((Dimethylamino)methyl)pyridin-2-yl)amino)-5-((3-((methylsulfinyl)methyl)-4-(pyrrolidin-1-yl)phenyl)amino)pyrazolo[1,5-a]pyrimidin-3-carbonitril CN(C)CC=1C=CC(=NC1)NC1=CC(=NC=2N1N=CC2C#N)NC2=CC(=C(C=C2)N2CCCC2)C[S@](=O)C |r|